N-(5-{2-[(1S)-1-Cyclopropylethyl]-7-(methylsulfonyl)-1-oxo-2,3-dihydro-1H-isoindol-5-yl}-4-methyl-1,3-thiazol-2-yl)acetamide C1(CC1)[C@H](C)N1C(C2=C(C=C(C=C2C1)C1=C(N=C(S1)NC(C)=O)C)S(=O)(=O)C)=O